CNC([O-])=O Methylcarbamat